N-((1R,2S)-2-hydroxy-1-(4-methoxyphenyl)-2-phenylethyl)-4-methylbenzenesulfonamide O[C@H]([C@@H](C1=CC=C(C=C1)OC)NS(=O)(=O)C1=CC=C(C=C1)C)C1=CC=CC=C1